(R)-6-cyano-1-(6-(3-(dimethylamino)azetidin-1-yl)pyridin-3-yl)-7-(2-(((3-fluoropyridin-2-yl)oxy)methyl)-2-methylpyrrolidin-1-yl)-4-oxo-1,4-dihydroquinoline-3-carboxylic acid C(#N)C=1C=C2C(C(=CN(C2=CC1N1[C@@](CCC1)(C)COC1=NC=CC=C1F)C=1C=NC(=CC1)N1CC(C1)N(C)C)C(=O)O)=O